4,4-dimethyl-1-(4-chlorophenyl)-1-pentene-3-one CC(C(C=CC1=CC=C(C=C1)Cl)=O)(C)C